C1(CCCCC1)[C@@H](C(NC1=CC=C2C(=C1)NC(C21CCOCC1)=O)=O)NC(=O)C=1N(N=CC1)C(C)C N-{(1S)-1-cyclohexyl-2-oxo-2-[(2-oxospiro[indoline-3,4'-tetrahydropyran]-6-yl)amino]-ethyl}-2-isopropyl-pyrazole-3-carboxamide